C(=O)C1=C(N=C(N1CC1=CC=C(C=C1)C1=C(SC(=C1)CC(C)C)NS(=O)(=O)C(=O)OCC)C1=CC=CC=C1)OC 5-formyl-4-methoxy-2-phenyl-1-[[4-[2-(ethoxycarbonylsulfonamido)-5-isobutyl-3-thienyl]phenyl]methyl]imidazole